2-{[(1S)-1-(4-chlorophenyl)ethyl]amino}-8-[4-(trifluoromethoxy)benzyl]pyrido[2,3-d]pyrimidin-7(8H)-one ClC1=CC=C(C=C1)[C@H](C)NC=1N=CC2=C(N1)N(C(C=C2)=O)CC2=CC=C(C=C2)OC(F)(F)F